OC=1C=C(C2=C(C=CC=C2C1)I)C(=O)N1CC=2N=C(N=C(C2C1)N1CC2CCC(C1)N2C(=O)OC(C)(C)C)OCC2(CC2)CN2CCOCC2 tert-butyl 3-(6-(3-hydroxy-8-iodo-1-naphthoyl)-2-((1-(morpholinomethyl) cyclopropyl) methoxy)-6,7-dihydro-5H-pyrrolo[3,4-d]pyrimidin-4-yl)-3,8-diazabicyclo[3.2.1]octane-8-carboxylate